tert-butyl N-[2-[4-[3-(dimethylcarbamoyl)adamantane-1-carbonyl]piperazin-1-yl]-2-oxo-ethyl]carbamate CN(C(=O)C12CC3(CC(CC(C1)C3)C2)C(=O)N2CCN(CC2)C(CNC(OC(C)(C)C)=O)=O)C